FC1=CC(=CC2=C1N=C(S2)NC(=O)C2(CN(CCC2)CCN(C)C)C)F N-(4,6-difluoro-1,3-benzothiazol-2-yl)-1-[2-(dimethylamino)ethyl]-3-methyl-piperidine-3-carboxamide